methyl 6-chloro-5-cyclopropyl-3-(4-morpholinoanilino)pyrazine-2-carboxylate ClC1=C(N=C(C(=N1)C(=O)OC)NC1=CC=C(C=C1)N1CCOCC1)C1CC1